P(=O)(OC1=CC=C(C=C1)C(F)(F)F)(OCC)OCC p-trifluoromethylphenyl diethyl phosphate